C1(CC1)NC(CC=1C(=NN(C1C)C1=CC=C(C=C1)C1=NOC(=N1)C(F)(F)F)C)=O N-cyclopropyl-2-(3,5-dimethyl-1-(4-(5-(trifluoromethyl)-1,2,4-oxadiazol-3-yl)phenyl)-1H-pyrazol-4-yl)acetamide